2-(3-(3-methoxypyridin-4-yl)-1-methylureido)-5-oxo-5H-thieno[3,2-b]pyran-6-carboxylic acid COC=1C=NC=CC1NC(N(C)C1=CC=2OC(C(=CC2S1)C(=O)O)=O)=O